BrC1=CC=C(C=C1)C=1C2=CC=C(N2)C(=C2CCC(C(=C3C=CC(=C(C=4CCC1N4)C4=CC=C(C=C4)Br)N3)C3=CC=C(C=C3)Br)=N2)C2=CC=C(C=C2)Br 7,8,17,18-tetrahydro-5,10,15,20-tetrakis(4-bromophenyl)-21H,23H-porphyrin